6-(4-ethoxyphenyl)-N-(7-methoxy-2,3-dihydrobenzo[f][1,4]oxazepin-4(5H)-yl)pyrazine-2-carboxamide C(C)OC1=CC=C(C=C1)C1=CN=CC(=N1)C(=O)NN1CCOC2=C(C1)C=C(C=C2)OC